1-(6-chloro-2-phenoxy-3-pyridyl)ethanone ClC1=CC=C(C(=N1)OC1=CC=CC=C1)C(C)=O